C(C)OC(CNC(CC(=O)NC1=C(C=C(C=C1)Br)F)=O)=O 2-[[3-(4-bromo-2-fluoro-anilino)-3-oxo-propionyl]amino]acetic acid ethyl ester